xylenetriethylamine tert-butyl-(3R,4S)-4-azidotetrahydrofuran-3-ylcarbamate C(C)(C)(C)OC(N[C@H]1COC[C@H]1N=[N+]=[N-])=O.C1(=C(C(=C(C(=C1)CCN)CCN)CCN)C)C